C(C)(C)(C)OC(=O)N1C[C@H](CC1)OS(=O)(=O)C.ICCC=1OC=CC1 2-(2-iodoethyl)furan tert-butyl-(3S)-3-methylsulfonyloxypyrrolidin-1-carboxylate